N-(6-methoxy-1,2,3,4-tetrahydroisoquinolin-7-yl)-7-(pyridin-4-yl)quinazolin-2-amine COC=1C=C2CCNCC2=CC1NC1=NC2=CC(=CC=C2C=N1)C1=CC=NC=C1